NC1=CC=C(C(=O)NCC2=CC=CC=C2)C=C1 4-Amino-N-(phenylmethyl)benzamide